4-phenyl-1-(p-tolyl)-1H-1,2,3-triazole C1(=CC=CC=C1)C=1N=NN(C1)C1=CC=C(C=C1)C